C(C)(=O)O.C(C)(=O)O.C(C)(=O)O.C(C)(=O)O.C(C1=CC=CC=C1)C(=O)[C@H](O)[C@@H](O)[C@@H](O)[C@H](O)CO benzyl-galactose tetraacetate